5-(heptafluoropropyl)-3-(naphthalen-2-yl)isoxazole FC(C(C1=CC(=NO1)C1=CC2=CC=CC=C2C=C1)(F)F)(C(F)(F)F)F